4-bromo-3-ethoxypyridin-2-amine BrC1=C(C(=NC=C1)N)OCC